ethyl 2-((tert-butoxycarbonyl)amino)-3-(3,5-difluorophenyl)propanimidate C(C)(C)(C)OC(=O)NC(C(OCC)=N)CC1=CC(=CC(=C1)F)F